(4-(6-((1-(2-chloro-4-(piperidin-1-yl)benzyl)-4-hydroxypiperidin-4-yl)methyl)-2-methyl-7-oxo-6,7-dihydro-2H-pyrazolo[4,3-d]pyrimidin-3-yl)benzyl)carbamic acid tert-butyl ester C(C)(C)(C)OC(NCC1=CC=C(C=C1)C=1N(N=C2C1N=CN(C2=O)CC2(CCN(CC2)CC2=C(C=C(C=C2)N2CCCCC2)Cl)O)C)=O